NC1=C(C(=O)OC)C=C(C=N1)C(F)(F)F methyl 2-amino-5-(trifluorometh-yl)nicotinate